FC(C(=O)O)(C)F difluoropropionic acid